C(C(=O)O)(=O)O.N1CCC12COC2.N2CCC21COC1 6-Oxa-1-azaspiro[3.3]heptane hemioxalate